ClC1=C(C=C(C=C1)C#CC1CC1)C(=O)NC=1C=C(C2=C(NC(=N2)N(C)C)C1)C(=O)NC1=C(C(=CC=C1)Cl)C 6-({[2-chloro-5-(cyclopropylethynyl)phenyl]carbonyl}amino)-N-(3-chloro-2-methylphenyl)-2-(dimethylamino)-1H-benzimidazole-4-carboxamide